carbonyl-trimethylamine oxide C(=O)=C[N+](C)(C)[O-]